N-(7-fluoro-1,1,3-trimethyl-indan-4-yl)-1,3-dimethyl-pyrazole-4-carboxamide FC=1C=CC(=C2C(CC(C12)(C)C)C)NC(=O)C=1C(=NN(C1)C)C